Stearoyl-trimethylammonium chloride [Cl-].C(CCCCCCCCCCCCCCCCC)(=O)[N+](C)(C)C